platinum 1,3-Divinyltetramethyldisiloxane C(=C)[Si](O[Si](C=C)(C)C)(C)C.[Pt]